FC=1C=C(C=NC1N1CCC2(C(N3[C@H](O2)CC[C@H]3C3=CC(=CC=C3)F)=O)CC1)C#N 5-fluoro-6-[(5'S,7a'R)-5'-(3-fluorophenyl)-3'-oxotetrahydro-1H,3'H-spiro[piperidine-4,2'-pyrrolo[2,1-b][1,3]oxazol]-1-yl]pyridine-3-carbonitrile